(Z)-N-(4-(2-chlorophenyl)-5-(methylsulfonyl)pyrimidin-2-yl)-2-cyano-3-hydroxy-3-(5-methylisoxazol-4-yl)acryl-amide ClC1=C(C=CC=C1)C1=NC(=NC=C1S(=O)(=O)C)NC(\C(=C(\C=1C=NOC1C)/O)\C#N)=O